NC1=NC2=CC(=CC=C2C=C1)CN(C(=O)C1=CC(N(C=C1)C)=O)C1=CC=CC=2CCS(C21)(=O)=O N-[(2-aminoquinolin-7-yl)methyl]-N-(1,1-dioxo-2,3-dihydro-1λ6-benzothiophen-7-yl)-1-methyl-2-oxo-1,2-dihydropyridine-4-carboxamide